FC1(CN(CC1)C1=NC=CC(=C1NC(=O)C=1C=NC(=NC1)C(C)C)C=1OC=CN1)F N-[2-(3,3-difluoropyrrolidin-1-yl)-4-oxazol-2-yl-3-pyridyl]-2-isoprop-yl-pyrimidine-5-carboxamide